Cl.C1C(CC12CCNCC2)C(=O)O 7-azaspiro[3.5]nonane-2-carboxylic acid hydrochloride